N[C@H](C#N)CC1=CC=C(C=C1)C=1C=CC2=C(C3(OC2=O)CN(C3)C)C1 (2S)-2-amino-3-(4-{1-methyl-3'-oxospiro[azetidine-3,1'-[2]benzofuran]-6'-yl}phenyl)propanenitrile